tert-Butyl (3aR,5s,6aS)-5-((5-(2-chloro-5-fluorophenyl)pyrimidin-2-yl)amino)hexahydrocyclopenta[c]pyrrole-2(1H)-carboxylate ClC1=C(C=C(C=C1)F)C=1C=NC(=NC1)NC1C[C@@H]2[C@@H](CN(C2)C(=O)OC(C)(C)C)C1